6-chloro-N-[2-(4-cyclopropyl-2-methyl-phenyl)-2,2-difluoro-ethyl]-3-[3-(tri-fluoromethyl)phenoxy]pyridazine-4-carboxamide ClC1=CC(=C(N=N1)OC1=CC(=CC=C1)C(F)(F)F)C(=O)NCC(F)(F)C1=C(C=C(C=C1)C1CC1)C